F\C(=C/C(C(F)(F)F)C1=CC(=C(C(=C1)Cl)Cl)Cl)\C1=CC(=C(C(=O)NNC2=CC(=CC=C2)C(F)(F)F)C=C1)C(F)(F)F (Z)-4-(1,4,4,4-tetrafluoro-3-(3,4,5-trichlorophenyl)but-1-en-1-yl)-2-(trifluoromethyl)-N'-(3-(trifluoromethyl)phenyl)benzoyl-hydrazine